C(C(=C)C)(=O)OCCC1C(OC1F)(F)F 3-(2-methacryloyloxyethyl)-2,2,4-trifluorooxetane